6-(2-chloro-3,5-dimethoxyphenyl)-N-(4-(4-isopropylpiperazin-1-yl)phenyl)-[1,2,4]triazolo[4',3':1,6]pyrido[2,3-d]pyrimidin-2-amine ClC1=C(C=C(C=C1OC)OC)C1=CC2=C(N=C(N=C2)NC2=CC=C(C=C2)N2CCN(CC2)C(C)C)N2C1=NN=C2